3-(6,7-difluoro-1-oxo-5-(piperazin-1-yl-2,2,3,3,5,5,6,6-d8)isoindoline-2-yl)piperidine-2,6-dione FC1=C(C=C2CN(C(C2=C1F)=O)C1C(NC(CC1)=O)=O)N1C(C(NC(C1([2H])[2H])([2H])[2H])([2H])[2H])([2H])[2H]